4-([[7-(2-methylpropanamido)thieno[3,2-d]pyrimidin-4-yl]-amino]methyl)phenylboronic acid CC(C(=O)NC1=CSC2=C1N=CN=C2NCC2=CC=C(C=C2)B(O)O)C